BrCC1=C(C=CC(=C1)F)F 2-(bromomethyl)-1,4-difluoro-benzene